N=1SN=C2C1C=CC=C2B(O)O benzo-2,1,3-thiadiazole-4-boronic acid